O=C1C2CCC(C2)C12C(C2)C(=O)O 3-oxospiro[bicyclo[2.2.1]heptane-2,1'-cyclopropane]-2'-carboxylic acid